6-oxa-9-azaspiro[4.5]decane hydrochloride Cl.C1CCCC12OCCNC2